ClC1=C(ON2CCCCC2)C=CC=C1 (2-chlorophenoxy)piperidine